C(CCCCCCCCCCCCCCC)(=O)OC(CC)(CCCC(C)C)C 3,7-Dimethyloctan-3-yl Palmitoyl Ether